C(C)(C)(C)OC(N[C@H](CCC1=NC=CC(=C1)C1=C(C=C(C=C1)[N+](=O)[O-])N)C)=O (S)-1-(4-(2-amino-4-nitrophenyl)pyridin-2-yl)but-3-ylcarbamic acid tert-butyl ester